tert-Butyl (2S)-2-[(3-tert-butoxy-3-oxo-propoxy)methyl]pyrrolidine-1-carboxylate C(C)(C)(C)OC(CCOC[C@H]1N(CCC1)C(=O)OC(C)(C)C)=O